4-((2R,3S,4S,5R)-3-(3-(difluoromethyl)-4-fluoro-2-methoxyphenyl)-4,5-dimethyl-5-(trifluoromethyl)tetrahydrofuran-2-carboxamido)picolinamide FC(C=1C(=C(C=CC1F)[C@H]1[C@@H](O[C@]([C@H]1C)(C(F)(F)F)C)C(=O)NC1=CC(=NC=C1)C(=O)N)OC)F